C(C)(C)(C)OC(NC1CCN(CC1)C1=C(N=NC2=CC=C(C=C12)C1=C(C(=CC=C1)C#N)OCOC)C1=CC(=CC(=C1)C)Cl)=O {1-[3-(3-chloro-5-methyl-phenyl)-6-(3-cyano-2-methoxymethoxy-phenyl)-cinnolin-4-yl]-piperidin-4-yl}-carbamic acid tert-butyl ester